1-(2-(dimethylamino)ethyl)-5-((4-methoxyBenzyl)oxy)-2-nitrobenzene-1,4-diamine CN(CCC1(C(C=C(C(=C1)OCC1=CC=C(C=C1)OC)N)[N+](=O)[O-])N)C